FC=1C=C(C=O)C=C(C1F)C(F)(F)F 3,4-difluoro-5-(trifluoromethyl)benzaldehyde